1,4-diamino-5-nitroanthraquinone NC1=CC=C(C=2C(C3=C(C=CC=C3C(C12)=O)[N+](=O)[O-])=O)N